C(C(=O)O)(=O)O.ClC=1C=C(C=CC1Cl)N1N=C(C(=C1C)C(C)=O)OCCN1CCCCC1 1-{1-(3,4-dichlorophenyl)-5-methyl-3-[2-(piperidin-1-yl)ethoxy]-1H-pyrazol-4-yl}ethanone oxalate